tert-butyl (R)-4-((1-(ethyl(methyl)amino)isoquinolin-5-yl)sulfonyl)-3-methylpiperazine-1-carboxylate C(C)N(C1=NC=CC2=C(C=CC=C12)S(=O)(=O)N1[C@@H](CN(CC1)C(=O)OC(C)(C)C)C)C